C(C1=CC=CC=C1)OC1=C2C=C(N(C2=CC(=C1F)F)C)C(=O)N1CCN(CC1)C([C@H](C1CCCCC1)NC(=O)[C@H](C)N(C(OC(C)(C)C)=O)C)=O tert-Butyl N-[(1S)-1-{[(1S)-2-(4-{[4-(benzyloxy)-5,6-difluoro-1-methyl-1H-indol-2-yl]carbonyl}piperazin-1-yl)-1-cyclohexyl-2-oxoethyl]carbamoyl}ethyl]-N-methylcarbamate